Tetracosadienal CCCCCCCCCCCCCCCCCCCC=CC=CC=O